hydroxyoxo-methyl-pyran OC=1C(OC=CC1)C=O